[Na+].P(=O)(O)(O)OC1(C([O-])=O)C[C@H](O)[C@@H](NC(C)=O)[C@@H](O1)[C@H](O)[C@H](O)CO monophospho-N-acetylneuraminic acid sodium salt